7-fluoro-chroman FC1=CC=C2CCCOC2=C1